(R)-5-chloro-2-(1-((1-methylpiperidin-3-yl)amino)-7,8-dihydro-5H-pyrano[3,4-d]pyridazin-4-yl)phenol ClC=1C=CC(=C(C1)O)C=1N=NC(=C2C1COCC2)N[C@H]2CN(CCC2)C